BrC1=C2C3(CN(CC2=CC=C1)C(C=C)=O)CC3 1-(5'-bromo-1'H-spiro[cyclopropane-1,4'-isoquinolin]-2'(3'H)-yl)prop-2-en-1-one